CC(CC(=O)O)(C)SSC1=NC=CC=C1 3-methyl-3-(2-pyridyldithio)-butyric acid